3-(4-(2,3-dichlorophenyl)piperazin-1-yl)-N-(4-methoxy-3-(methylamino)phenyl)propanamide rac-ethyl-(2E)-5-[(2-bromopyridin-3-yl)oxy]-4-methylpent-2-enoate C(C)OC(\C=C\[C@H](COC=1C(=NC=CC1)Br)C)=O.ClC1=C(C=CC=C1Cl)N1CCN(CC1)CCC(=O)NC1=CC(=C(C=C1)OC)NC |r|